COC(C1=CC(=C(C=C1)O)C1=NC(=C2N1CCCC2)C2=C(C=CC=C2)O)=O 4-hydroxy-3-(1-(2-hydroxyphenyl)-5,6,7,8-tetrahydroimidazo[1,5-a]pyridin-3-yl)benzoic acid methyl ester